2-(dimethoxymethylene)malononitrile COC(=C(C#N)C#N)OC